1-cyclopropylpyrazole-3,5-diamine C1(CC1)N1N=C(C=C1N)N